C(#N)C=1C=C(C=CC1)C1(C(CCCC1)=O)NC(OC(C)(C)C)=O Tert-butyl (1-(3-cyanophenyl)-2-oxocyclohexyl)carbamate